Nitronium sulfate S(=O)(=O)([O-])[O-].O=[N+]=O.O=[N+]=O